N(=[N+]=[N-])CC1=C(N=C(N1CC1=CC=C(C=C1)C=1C(=CC=CC1)C#N)CCCC)Cl 4'-((5-(azidomethyl)-2-butyl-4-chloro-1H-imidazole-1-yl)methyl)-[1,1'-biphenyl]-2-nitrile